ethyl 6-bromoimidazo[1,2-a]pyridin-3-carboxylate BrC=1C=CC=2N(C1)C(=CN2)C(=O)OCC